Methyl 1-(3-bromopropyl)-5-(4-methoxyphenyl)pyrrolidin-2-carboxylate BrCCCN1C(CCC1C1=CC=C(C=C1)OC)C(=O)OC